N-(1-(4-(pentafluoro-λ6-sulfanyl)benzyl)-1H-indol-5-yl)acrylamide FS(C1=CC=C(CN2C=CC3=CC(=CC=C23)NC(C=C)=O)C=C1)(F)(F)(F)F